FC1=C(C(=C(C(=C1C[B-](CC1=C(C(=C(C(=C1F)F)F)F)F)(CC1=C(C(=C(C(=C1F)F)F)F)F)CC1=C(C(=C(C(=C1F)F)F)F)F)F)F)F)F.C(C)(=O)C1=CC=C(C=C1)[S+](C1=CC=CC=C1)C1=CC=CC=C1 4-acetylphenyldiphenylsulfonium tetrakis(pentafluorobenzyl)borate